1-eicosyl-2-(9Z-octadecenoyl)-glycero-3-phospho-(1'-sn-glycerol) CCCCCCCCCCCCCCCCCCCCOC[C@H](COP(=O)(O)OC[C@H](CO)O)OC(=O)CCCCCCC/C=C\CCCCCCCC